N-(2-hydroxyethyl)sulfamic Acid OCCNS(O)(=O)=O